[6-(2-aminopyrimidin-5-yl)-2-(2-hydroxyethoxy)-3-pyridinyl]-3-(4-fluorophenyl)-5-methyl-isoxazole-4-carboxamide NC1=NC=C(C=N1)C1=CC=C(C(=N1)OCCO)NC(=O)C=1C(=NOC1C)C1=CC=C(C=C1)F